FC1(OC2=C(O1)C=CC(=C2)NC(=O)C=2N=NSC2NC(C2=CN=CC(=C2)C(F)(F)F)=O)F N-(2,2-difluorobenzo[d][1,3]dioxol-5-yl)-5-(5-(trifluoromethyl)nicotinamido)-1,2,3-thiadiazole-4-carboxamide